N,N-diethyl-2-(1H-indol-3-yl)ethanamine C(C)N(CCC1=CNC2=CC=CC=C12)CC